5-[4-Amino-2-bromo-5,6-difluoro-3-(2-trimethylsilylethynyl)phenoxy]-4-benzyloxy-2-fluoro-benzonitrile NC1=C(C(=C(OC=2C(=CC(=C(C#N)C2)F)OCC2=CC=CC=C2)C(=C1F)F)Br)C#C[Si](C)(C)C